FC(S(=O)(=O)OC1=CC=C2C=CC(N(C2=C1)C)=O)(F)F 1-methyl-2-oxo-1,2-dihydro-quinolin-7-yl trifluoro-methanesulfonate